6-(2-chlorophenyl)-2-{[4-(morpholin-4-yl)phenyl]amino}imidazo[1,2-a]pyrimido[5,4-e]pyrimidin-5(6H)-one ClC1=C(C=CC=C1)N1C=2N(C3=C(C1=O)C=NC(=N3)NC3=CC=C(C=C3)N3CCOCC3)C=CN2